C([C@@H]1[C@@H]([C@@H]([C@H]([C@@H](O1)OC[C@@H]2[C@@H]([C@@H]([C@H]([C@@H](O2)OC[C@@H]3[C@@H]([C@@H]([C@H]([C@@H](O3)OC[C@@H]4[C@@H]([C@@H]([C@H]([C@@H](O4)OC[C@@H]5[C@@H]([C@@H]([C@H]([C@@H](O5)OC[C@H]([C@@H]([C@@H]([C@H](C=O)O)O)O)O)O[C@H]6[C@@H]([C@H]([C@@H](O6)CO)O)O)O)O)O)O)O)O)O)O)O[C@H]7[C@@H]([C@H]([C@@H](O7)CO[C@H]8[C@@H]([C@H]([C@@H](O8)CO)O)O)O)O)O)O)O)O)O)O The molecule is a branched oligosaccharide consisting of six D-galactose residues linked alpha(1->6), with the second and fifth residues being branched at O-2 to alpha-L-Araf-(1->5)-alpha-L-Araf and alpha-L-Araf residues respectively.